OC1CC(CC1)C=1C(=C(N(N1)C(C)(C)C)NC(=O)OCC1=CC=CC=C1)I benzyl {[5-(3-hydroxycyclopentyl)-4-iodo-2-(2-methylprop-2-yl)pyrazol-3-yl]amino}methanoate